[Si](C1=CC=CC=C1)(C1=CC=CC=C1)(C(C)(C)C)OCCOCCC1=C(N)C=CC(=C1)N1CCN(CC1)C 2-(2-[(tert-butyldiphenylsilyl)oxy]ethoxyethyl)-4-(4-methylpiperazin-1-yl)aniline